(3-Bromo-8-(((1S,3S)-3-((tert-butoxycarbonyl)amino)cyclopentyl)(4-methoxybenzyl)amino)-6,7-diHydrospiro[cyclopenta[d]pyrazolo[1,5-a]pyrimidine-5,1'-cyclopentane]-6-yl)methyl benzoate C(C1=CC=CC=C1)(=O)OCC1CC=2C(=NC=3N(C2N(CC2=CC=C(C=C2)OC)[C@@H]2C[C@H](CC2)NC(=O)OC(C)(C)C)N=CC3Br)C13CCCC3